sulfomethan S(=O)(=O)(O)C